Cl.N[C@@H](C(=O)N1[C@@H](C[C@@H](C1)N=[N+]=[N-])C(=O)OC)CC1CCCCC1 methyl (2S,4S)-1-((R)-2-amino-3-cyclohexylpropanoyl)-4-azidopyrrolidine-2-carboxylate Hydrochloride